ethyl-(3,5-dimethoxyphenyl)dimethylsilane COPPER-NICKEL [Ni].[Cu].C(C)[Si](C)(C)C1=CC(=CC(=C1)OC)OC